Dimethyl{4-[1,7,7-tris(4-dimethylaminophenyl)-2,4,6-heptatrienylidene]-2,5-cyclohexadien-1-ylidene}ammonium C[N+](=C1C=CC(C=C1)=C(C=CC=CC=C(C1=CC=C(C=C1)N(C)C)C1=CC=C(C=C1)N(C)C)C1=CC=C(C=C1)N(C)C)C